2-chloro-5-[(2,2-difluoroacetyl)amino]-N-methyl-pyrimidine-4-carboxamide ClC1=NC=C(C(=N1)C(=O)NC)NC(C(F)F)=O